4-fluoro-3,5-dihydroxyIodobiphenyl FC1=C(C(=C(C=C1O)C1=CC=CC=C1)I)O